BrC1=CC=C2C(=NC=3N(C2=C1)C=NN3)Cl 8-bromo-5-chloro-[1,2,4]triazolo[4,3-a]quinazoline